ClC1=CC=C(C(=N1)C=1C=NN(C1)C1CCN(CC1)C(=O)N(C)C)NC(C)C=1C=2C3=C(N(C(C2C=C(C1)C)=O)C)N(N=C3)CC 4-(4-(6-chloro-3-((1-(3-ethyl-4,7-dimethyl-5-oxo-4,5-dihydro-3H-pyrazolo[3,4-c]isoquinolin-9-yl)ethyl)amino)pyridin-2-yl)-1H-pyrazol-1-yl)-N,N-dimethylpiperidine-1-carboxamide